1-[5-methyl-1-[3-(trifluoromethoxy)phenyl]pyrazol-3-yl]piperazine CC1=CC(=NN1C1=CC(=CC=C1)OC(F)(F)F)N1CCNCC1